P(=O)(OCC(C#CC1=CC2=C(OC[C@@H](C(N2C)=O)NC(=O)C2=NC=CC(=C2)OC2=CC=C(C=C2)F)C=C1)(C)C)([O-])[O-] (S)-4-(3-(4-(4-fluorophenoxy) pyridinamido)-5-methyl-4-oxo-2,3,4,5-tetrahydrobenzo[b][1,4]oxazepin-7-yl)-2,2-dimethylbut-3-yn-1-yl phosphate